CC1=NC=C(C(=C1O)CO)CO The molecule is a hydroxymethylpyridine with hydroxymethyl groups at positions 4 and 5, a hydroxy group at position 3 and a methyl group at position 2. The 4-methanol form of vitamin B6, it is converted intoto pyridoxal phosphate which is a coenzyme for synthesis of amino acids, neurotransmitters, sphingolipids and aminolevulinic acid. It has a role as a cofactor, a human metabolite, a Saccharomyces cerevisiae metabolite, an Escherichia coli metabolite and a mouse metabolite. It is a monohydroxypyridine, a vitamin B6, a member of methylpyridines and a hydroxymethylpyridine.